FC1=CC=C(C=C1)N1N=C(C(=C1)[C@H]1O[C@@H](C(N1CCC1=CC=C(C=C1)OC)=O)C)C1=CC=C(C=C1)F (2R,5R)-2-(1,3-bis(4-fluorophenyl)-1H-pyrazol-4-yl)-3-(4-methoxyphenylethyl)-5-methyloxazolidin-4-one